3-((4-(2-(trifluoromethoxy)phenyl)piperazin-1-yl)methyl)-6,7-dimethoxyisochroman-4-one FC(OC1=C(C=CC=C1)N1CCN(CC1)CC1OCC2=CC(=C(C=C2C1=O)OC)OC)(F)F